(E)-4,4-dimethyl-2-(4-(methylthio)styryl)-1-tosylazepane CC1(CC(N(CCC1)S(=O)(=O)C1=CC=C(C)C=C1)\C=C\C1=CC=C(C=C1)SC)C